COC(=O)C=1SC=C(C1C(=O)OC)NC(NC1=C(C=C(C(=C1)OCC=1C(=CC(=C2C=CN=CC12)Cl)F)OC)F)=O 4-[({5-[(5-chloro-7-fluoroisoquinolin-8-yl)methoxy]-2-fluoro-4-methoxyphenyl}carbamoyl)amino]thiophene-2,3-dicarboxylic acid dimethyl ester